FC(C(=O)O)(F)F.CN1N=C(C(=C1)NC1=NN2C(C(=N1)N)=C(C=C2C(C)C)C2=C1C=NNC1=CC=C2)C N2-(1,3-dimethyl-1H-pyrazol-4-yl)-5-(1H-indazol-4-yl)-7-isopropylpyrrolo[2,1-f][1,2,4]triazine-2,4-diamine trifluoroacetate